FC1=CC=C(C=C1)C1=C(C(OC1(C)O)=O)C (4-fluorophenyl)-5-hydroxy-3,5-dimethylfuran-2(5H)-one